zirconium (iv) chloride [Cl-].[Zr+4].[Cl-].[Cl-].[Cl-]